5-(2-Chloro-5-(isobutyrylaminomethyl)benzoylamino)-1-ethyl-1H-indole-2-carboxylic acid ethyl ester C(C)OC(=O)C=1N(C2=CC=C(C=C2C1)NC(C1=C(C=CC(=C1)CNC(C(C)C)=O)Cl)=O)CC